CN1C(OC2=C1C=CC(=C2)C2CC1CCC(C2)N1C(=O)NCCCCC1=CC=CC=C1)=O 3-(3-methyl-2-oxo-1,3-benzoxazol-6-yl)-N-(4-phenylbutyl)-8-azabicyclo[3.2.1]octan-8-carboxamide